(3S,4S)-4-{[1-(2,4-difluoro-phenyl)-1H-[1,2,3]triazole-4-carbonyl]-amino}-piperidine-3-carboxylic acid (1-pyridin-2-yl-cyclopropyl)-amide N1=C(C=CC=C1)C1(CC1)NC(=O)[C@H]1CNCC[C@@H]1NC(=O)C=1N=NN(C1)C1=C(C=C(C=C1)F)F